(R)-N-((R)-(3-chloro-2,4-difluorophenyl)((1R,3s,5s)-6,6-difluorobicyclo-[3.1.0]hexane-3-yl)methyl)-2-methyl-3-oxopiperazine-1-carboxamide ClC=1C(=C(C=CC1F)[C@H](NC(=O)N1[C@@H](C(NCC1)=O)C)C1C[C@H]2C([C@H]2C1)(F)F)F